tert-butyl 2-(5-(N-cyanocyclopropanesulfonimidoyl)-2-fluorophenyl)-1H-indole-1-carboxylate C(#N)N=S(=O)(C1CC1)C=1C=CC(=C(C1)C=1N(C2=CC=CC=C2C1)C(=O)OC(C)(C)C)F